3-(4-tert-butyl-1-cyclohexen-1-yl)propyl 2-oxo-2-phenylacetate O=C(C(=O)OCCCC1=CCC(CC1)C(C)(C)C)C1=CC=CC=C1